4-(2-Hydroxypropan-2-yl)-N-((2,4,5,6-tetrahydro-1H-cyclobuta[f]inden-3-yl)carbamoyl)furan-2-sulfonamide OC(C)(C)C=1C=C(OC1)S(=O)(=O)NC(NC1=C2C(=CC=3CCCC13)CC2)=O